CC=1SC(=CC1C=O)C 2,5-dimethylthiophene-3-carbaldehyde